6-Chloro-4-oxo-1-(pyrazin-2-yl)-7-{2-[(pyridin-2-yloxy)methyl]piperidin-1-yl}quinoline-3-carboxylic acid ClC=1C=C2C(C(=CN(C2=CC1N1C(CCCC1)COC1=NC=CC=C1)C1=NC=CN=C1)C(=O)O)=O